1-phenyl-thiourea C1(=CC=CC=C1)NC(=S)N